N-cyclopropyl-4-methyl-3-(4,4,5,5-tetramethyl-1,3,2-dioxaborolan-2-yl)benzamide C1(CC1)NC(C1=CC(=C(C=C1)C)B1OC(C(O1)(C)C)(C)C)=O